4,4-difluoro-3-oxo-pentanoic acid ethyl ester C(C)OC(CC(C(C)(F)F)=O)=O